ClC1=C2C(=C(NC2=CC=C1)C(=O)N1CCN(CC1)C(=O)[C@H]1OCCC1)F (S)-(4-chloro-3-fluoro-1H-indol-2-yl)(4-(tetrahydrofuran-2-carbonyl)piperazin-1-yl)methanone